C1=CC=C(C=C1)OC2=CC=CC(=C2)CO The molecule is a member of the class of benzyl alcohols that is benzyl alcohol bearing a phenoxy substituent at C-3. It is a metbaolite of the insecticide permethrin. It has a role as a marine xenobiotic metabolite. It is a member of benzyl alcohols and an aromatic ether.